C1(CC1)S(=O)(=O)NC=1SC=C(N1)C(C(=O)NC1=CC=C(C=C1)C=1C(=NC=CC1)C)(C)C 2-(2-(cyclopropanesulfonamido)thiazol-4-yl)-2-methyl-N-(4-(2-methylpyridin-3-yl)phenyl)propanamide